FC1([C@H](CN(CC1)[C@H](C(=O)NC1=NC=C(C=C1)OC1=C(C=C(C=C1)F)OC)C)C1=CNC(C=C1)=O)F (S)-2-((S)-4,4-difluoro-3-(6-oxo-1,6-dihydro-pyridin-3-yl)-piperidin-1-yl)-N-(5-(4-fluoro-2-methoxyphenoxy)pyridin-2-yl)propan-amide